ClC=1C=C(C=2C=NN(C2C1)C1OCCCC1)C(=O)O 6-Chloro-1-(tetrahydro-2H-pyran-2-yl)-1H-indazole-4-carboxylic acid